C1(CC1)[C@@H](NC([C@@H]1N(CC[C@H]1F)C(C1=CC(=CC=C1)S(=O)(=O)C)=O)=O)C1=C(C=C(C=C1)C(F)(F)F)F (3R)-N-((R)-cyclopropyl(2-fluoro-4-(trifluoromethyl)phenyl)methyl)-3-fluoro-1-(3-(methylsulfonyl)benzoyl)-D-prolinamide